C(CCCCCC(=O)OCC=CCCCCCC)(=O)OCC(COC(CCC(OCCCCCCCC)OCCCCCCCC)=O)CO (Z)-1-(3-((4,4-bis(octyloxy) butyryl) oxy)-2-(hydroxymethyl) propyl) 7-(non-2-en-1-yl) pimelate